C(C1=CC=CC=C1)SC=1C=C(C=CC1)[C@H]1CN(CC2=C(C=C(C=C12)C)Cl)C (R)-4-(3-(benzylthio)phenyl)-8-chloro-2,6-dimethyl-1,2,3,4-tetrahydroisoquinoline